methyl(7-(2-(3-phenoxyphenyl)propionyl))-7H-pyrrolo[2,3-d]pyrimidine CC=1N=CC2=C(N1)N(C=C2)C(C(C)C2=CC(=CC=C2)OC2=CC=CC=C2)=O